FC1=C(C(=O)Cl)C=CC(=C1)C=1N=NN(C1)C 2-fluoro-4-(1-methyl-1H-1,2,3-triazol-4-yl)benzoyl chloride